ClC1=CC=C(C=C2C(N(C(S2)=O)CC(=O)N2CCN(CC2)C(=O)OC(C)(C)C)=O)C=C1 tert-butyl 4-(2-(5-(4-chlorobenzylidene)-2,4-dioxothiazolidin-3-yl)acetyl)piperazine-1-carboxylate